6,6'-[(3,3'-di-tert-butyl-5,5'-dimethoxy-[1,1'-biphenyl]-2,2'-diyl)bis(oxy)]bis(6H-dibenzo[d,f][1,3,2]dioxaphosphepin) C(C)(C)(C)C=1C(=C(C=C(C1)OC)C1=C(C(=CC(=C1)OC)C(C)(C)C)OP1OC2=C(C3=C(O1)C=CC=C3)C=CC=C2)OP2OC3=C(C1=C(O2)C=CC=C1)C=CC=C3